COC(=O)C1=NC(=C(C=C1N(C(=O)OC(C)(C)C)C(=O)OC(C)(C)C)C(F)(F)F)N1C(CCC1)C=C 3-[bis(t-Butoxycarbonyl)amino]-5-(trifluoromethyl)-6-(2-vinylpyrrolidin-1-yl)pyridine-2-carboxylic acid methyl ester